C(C)C1(NC(N(C(C1)=O)[C@H](CCOC)C1=CC(=CC(=C1)C(NC1C(OC2=C1C=CC=C2)(C)COC)=O)F)=[NH2+])CC [4,4-diethyl-1-[(1R)-1-[3-fluoro-5-[[2-(methoxymethyl)-2-methyl-3H-benzofuran-3-yl]carbamoyl]phenyl]-3-methoxy-propyl]-6-oxo-hexahydropyrimidin-2-ylidene]ammonium